FC=1C=2N(C=C(C1C(C)(C)O)NC1=NC(=CC=C1)C1C(C1)C(F)(F)F)C=CN2 8-fluoro-7-(2-hydroxypropane-2-yl)-6-(6-(2-(trifluoromethyl)cyclopropyl)pyridinylamino)imidazo[1,2-a]pyridine